C1(CC1)C1=CC(=C(C=C1)NC1=C2C(=NC(=C1)NC1=NC(=NC(=C1)C)C)NN(C2=O)C)S(=O)(=O)C 4-((4-cyclopropyl-2-(methylsulfonyl)phenyl)amino)-6-((2,6-dimethylpyrimidin-4-yl)amino)-2-methyl-1,2-dihydro-3H-pyrazolo[3,4-b]pyridin-3-one